[Cu]=O.[Co].[Li] Lithium cobalt copper oxide